C(#N)C1=CC=C(C=C1)C12CCC(CC1)(CC2)C(=O)O 4-(4-cyanophenyl)bicyclo[2.2.2]octane-1-carboxylic acid